FC1=C(C(=CC=C1)F)NC1=NC=NC2=CC(=CC=C12)C=1C=NC(=CC1)N1CCN(CC1)C N-(2,6-difluorophenyl)-7-(6-(4-methylpiperazin-1-yl)pyridin-3-yl)quinazolin-4-amine